(R)-N-(2-(4-cyanothiazolidin-3-yl)-2-oxoethyl)-6-(4-methoxytetrahydro-2H-pyran-4-yl)quinoline-4-carboxamide C(#N)[C@H]1N(CSC1)C(CNC(=O)C1=CC=NC2=CC=C(C=C12)C1(CCOCC1)OC)=O